3-(6-(4-((S)-3-((1r,4s)-4-(3-bromo-2-methylphenoxy)cyclohexyl)butyl)piperazin-1-yl)-1-methyl-1H-indazol-3-yl)piperidine-2,6-dione BrC=1C(=C(OC2CCC(CC2)[C@H](CCN2CCN(CC2)C2=CC=C3C(=NN(C3=C2)C)C2C(NC(CC2)=O)=O)C)C=CC1)C